4-(N-(4-cyclopropoxy-3-(fluoromethyl)phenyl)propiolamido)tetrahydro-2H-pyran-4-carboxamide C1(CC1)OC1=C(C=C(C=C1)N(C(C#C)=O)C1(CCOCC1)C(=O)N)CF